Fluoro-5-isopropylisoquinoline FC1=NC=CC2=C(C=CC=C12)C(C)C